NC1CN(C1)S(=O)(=O)NC(C1=C(C=C(C(=C1)Cl)OCC1CCCC1)F)=O N-((3-aminoazetidin-1-yl)sulfonyl)-5-chloro-4-(cyclopentylmethoxy)-2-fluorobenzamide